(E)-1-fluoro-2-(2-fluoro-p-methylbenzenesulfonyl)benzene tert-butyl-4-fluoro-7-formyl-3,4-dihydro-2,4-methylene-1,8-naphthyridine-1(2H)-carboxylate C(C)(C)(C)OC(=O)N1C2CC(C3=CC=C(N=C13)C=O)(C2)F.FC2=C(C=CC=C2)S(=O)(=O)C2=C(C=C(C=C2)C)F